2-(2-amino-6-((4-bromophenyl)amino)-9H-purin-9-yl)-N-(1-ethyl-3-methyl-1H-pyrazol-5-yl)acetamide NC1=NC(=C2N=CN(C2=N1)CC(=O)NC1=CC(=NN1CC)C)NC1=CC=C(C=C1)Br